FC(COC(OCC(F)F)(OCCF)OCC(F)F)F 2-(bis(2,2-difluoroethoxy)(2-fluoroethoxy)methoxy)-1,1-difluoroethane